BrC=1C=CC(=C(C1)S(=O)(=N)CC)OC (5-bromo-2-methoxyphenyl)(ethyl)(imino)-λ6-sulfanone